C(C)(C)N1N=CC=C1 isopropyl-1H-pyrazole